N-hydroxy-1-[(2-methoxyphenyl)methyl]cyclopropane-1-carboximidamide ONC(=N)C1(CC1)CC1=C(C=CC=C1)OC